N1(CCNCC1)C1=CC=C(C=C1)C=1C=C2C(=NC1)C(=CO2)C2=CC(=CC=C2)OC(F)(F)F 6-(4-(piperazin-1-yl)phenyl)-3-(3-(trifluoromethoxy)phenyl)furo[3,2-b]pyridine